CO[C@H](C)C1=C(C=NC2=CC=C(N=C12)C)NC(=O)NC=1C=NC(=C(C1)C(F)(F)F)N1N=CC=N1 (R)-N-(4-(1-methoxyethyl)-6-methyl-1,5-naphthyridin-3-yl)-N'-(6-(2H-1,2,3-triazol-2-yl)-5-(trifluoromethyl)pyridin-3-yl)urea